NC1=C(C=C(C=C1)C1=NN(C2=NC=NC(=C21)N)C2CC(C2)(F)F)F 3-(4-amino-3-fluorophenyl)-1-(3,3-difluorocyclobutyl)-1H-pyrazolo[3,4-d]Pyrimidine-4-amine